N-(4-fluoro-1,3-benzoxazol-2-yl)-3,5-dimethyladamantane-1-carboxamide FC1=CC=CC2=C1N=C(O2)NC(=O)C21CC3(CC(CC(C2)C3)(C1)C)C